distearyltin dilaurate C(CCCCCCCCCCC)(=O)[O-].C(CCCCCCCCCCC)(=O)[O-].C(CCCCCCCCCCCCCCCCC)[Sn+2]CCCCCCCCCCCCCCCCCC